C(CO)(=O)SC1COC1 S-(oxetan-3-yl) thioglycolate